titanium-copper-vanadium [V].[Cu].[Ti]